C(C)(C)C1=C(C(=CC(=C1)C(C)C)C(C)C)S(=O)(=O)OC1=NC(=NC2=CC(=C(C=C12)N1C[C@@H](CC1)NC(C)=O)Br)C (R)-6-(3-acetamidopyrrolidin-1-yl)-7-bromo-2-methylquinazolin-4-yl 2,4,6-triisopropylbenzenesulfonate